(2R,3R)-4-(2-(5-cyclopropyl-4,7-difluoro-3,3-dimethyl-2-oxoindol-1-yl)acetamido)-2,3-dimethylbutyric acid C1(CC1)C=1C(=C2C(C(N(C2=C(C1)F)CC(=O)NC[C@@H]([C@H](C(=O)O)C)C)=O)(C)C)F